BrC1CCCCCC1Br 2,3-dibromo-cycloheptane